6-[(1R)-1-[4-methyl-5-(trifluoromethyl)-2-pyridyl]ethyl]-2-azaspiro[3.3]heptane CC1=CC(=NC=C1C(F)(F)F)[C@H](C)C1CC2(CNC2)C1